C(CC\C=C\CCCCC)(=O)OCC (E)-ethyl dec-4-enoate